ClC1=CC(=C(S1)C(C)C)NC(NS(N([C@H]1CN(CCC1)C)C=1C=NN(C1)C)(=O)=O)=O 3-[5-Chloro-2-(propan-2-yl)thiophen-3-yl]-1-[(1-methyl-1H-pyrazol-4-yl)[(3R)-1-methyl-piperidin-3-yl]sulfamoyl]urea